tert-butyl 4-(2,5-difluorobenzoyl)-4-hydroxypiperidine-1-carboxylate FC1=C(C(=O)C2(CCN(CC2)C(=O)OC(C)(C)C)O)C=C(C=C1)F